NC1CCN(CC1)C(=O)C=1C2=C(N(N1)CC(=O)N1CCN(CC1)C1=C(C(=CC=C1)C)C)C[C@@H]1[C@H]2C1 2-((3bR,4aR)-3-(4-aminopiperidine-1-carbonyl)-3b,4,4a,5-tetrahydro-1H-cyclopropa[3,4]cyclopenta[1,2-c]pyrazol-1-yl)-1-(4-(2,3-dimethylphenyl)piperazin-1-yl)ethanone